ClC=1C=C(C=NC1OC)C(=O)O 5-chloro-6-methoxy-pyridine-3-carboxylic acid